3-[4-(tert-Butylsulfonimidoyl)anilino]-5-(methylamino)-6-(3-methylimidazo[4,5-c]pyridin-7-yl)pyrazine-2-carboxamide C(C)(C)(C)S(=O)(=N)C1=CC=C(NC=2C(=NC(=C(N2)NC)C=2C3=C(C=NC2)N(C=N3)C)C(=O)N)C=C1